CC1(OC2=C(C1)C=1NC=NC1C=C2C(=O)N)C 7,7-dimethyl-7,8-dihydro-1H-benzofuro[4,5-d]Imidazole-5-carboxamide